3-(3,5-di-tert-butyl-4-hydroxyphenyl)-N-[3-[dodecenyl]-2,5-dioxopyrrolidin-1-yl]propionamide C(C)(C)(C)C=1C=C(C=C(C1O)C(C)(C)C)CCC(=O)NN1C(C(CC1=O)C=CCCCCCCCCCC)=O